5-phenyl-N-[rac-(6S)-4-methyl-5-oxo-7,8-dihydro-6H-pyrazolo[1,5-a][1,3]diazepin-6-yl]-5,6,7,8-tetrahydro-[1,2,4]triazolo[1,5-a]pyridine-2-carboxamide C1(=CC=CC=C1)C1CCCC=2N1N=C(N2)C(=O)N[C@@H]2C(N(C=1N(CC2)N=CC1)C)=O |r|